3-isopropylpyridin C(C)(C)C=1C=NC=CC1